CS(=O)(=O)CCNCC=1C=C(C=NC1)NC1=NC=C2C(=N1)C(OC=1C=C(C=CC12)N1C(CC[C@H]1C)=O)(C)C (5R)-1-{3-[(5-{[(2-methanesulfonylethyl)amino]methyl}pyridin-3-yl)amino]-5,5-dimethyl-5H-chromeno[3,4-d]pyrimidin-8-yl}-5-methylpyrrolidin-2-one